2,2,8,8-tetraisobutylazacyclooctane C(C(C)C)C1(NC(CCCCC1)(CC(C)C)CC(C)C)CC(C)C